N1(CCOCC1)C1=NC(=NC(N1C1=CC=C(C=C1)C)NC1CC(NC(C1)(C)C)(C)C)N 6-Morpholin-4-yl-N-(2,2,6,6-tetramethylpiperidin-4-yl)-N1-p-tolyl-[1,3,5]triazine-2,4-diamine